(S)-6-fluoro-3-{[3-fluoro-2-(methylaminosulfonylamino)-4-pyridyl]methyl}-4-methyl-7-(3-pyridazinyloxy)-3,4-dihydro-2H-1,3-benzoxazin-2-one FC=1C(=CC2=C([C@@H](N(C(O2)=O)CC2=C(C(=NC=C2)NS(=O)(=O)NC)F)C)C1)OC=1N=NC=CC1